FC1=CC(=C2CC/C(/C2=C1)=N\OCC1=C(C=CC=C1C)\C(\C(=O)OC)=N/OC)C(F)(F)F Methyl (2E)-2-[2-[[(E)-[6-fluoro-4-(trifluoromethyl)indan-1-ylidene]amino]oxymethyl]-3-methyl-phenyl]-2-methoxyimino-acetate